FC(CCCCCCCC[C@@H]1CC[C@H](CC1)C1=CC=CC=C1)(F)F trans-(4-(9,9,9-trifluorononyl)cyclohexyl)benzene